3,5-dichloro-N-(8-fluoro-2-methyl-4-oxo-3-(2-(trifluoromethoxy)benzyl)-3,4-dihydroquinazolin-5-yl)-4-hydroxybenzamide ClC=1C=C(C(=O)NC2=C3C(N(C(=NC3=C(C=C2)F)C)CC2=C(C=CC=C2)OC(F)(F)F)=O)C=C(C1O)Cl